C(C1CO1)N(C1=CC=CC=C1)C N-(2,3-epoxypropyl)-N-methylaniline